OP(O)(=O)OP(=O)(O)OC[C@@H]1[C@H]([C@H]([C@@H](O1)N1C=NC=2C(N)=NC=NC12)O)O adenosine 5'-(trihydrogen pyrophosphate)